N-[2-Aminoethyl]-3-Aminopropyltrimethoxysilan NCCNCCC[Si](OC)(OC)OC